C(C)(C)(C)N\C=C/1\C(OC2=CC=CC=C2C1=O)C1=C(C=CC(=C1)Cl)O (Z)-3-((tert-butylamino)methylene)-2-(5-chloro-2-hydroxyphenyl)chroman-4-one